The molecule is a monosaccharide derivative that is 1,3,6-trihydroxy-2-methyl-9,10-anthraquinone attached to a (6'-O-acetyl)-beta-D-glucopyranosyl residue at position 3 via a glycosidic linkage. It has been isolated from the roots of Rubia yunnanensis. It has a role as a plant metabolite. It is a dihydroxyanthraquinone, an acetate ester, a monosaccharide derivative and a beta-D-glucoside. It derives from a 1,3,6-trihydroxy-2-methyl-9,10-anthraquinone. CC1=C(C=C2C(=C1O)C(=O)C3=C(C2=O)C=C(C=C3)O)O[C@H]4[C@@H]([C@H]([C@@H]([C@H](O4)COC(=O)C)O)O)O